S1C=C(C=C1)C(=C)NC(C)=O N-(1-(thiophen-3-yl)vinyl)acetamide